C(CCCCCCCCCCCCCCCCCCCN)N 1,20-icosanediamine